5-fluoro-2-(piperidin-1-yl)pyridin-3-amine FC=1C=C(C(=NC1)N1CCCCC1)N